N1=CC(=CC=C1)CNC(=O)C1=CC2=C(N3C=4C=CC=CC4N=C13)N=C(C=C2N2CC(NC(C2)C)C)C 4-(3,5-Dimethyl-piperazin-1-yl)-2-methyl-1,7,11b-triaza-benzo[c]fluorene-6-carboxylic acid (pyridin-3-ylmethyl)-amide